Rel-2-methoxy-5-[[2-[(2S,5S)-5-methyl-2-[6-(methylamino)-3-pyridyl]-1-piperidyl]-2-oxo-acetyl]amino]pyridine-3-carboxamide COC1=NC=C(C=C1C(=O)N)NC(C(=O)N1[C@@H](CC[C@@H](C1)C)C=1C=NC(=CC1)NC)=O |o1:16,19|